5-fluoro-4-[6-fluoro-2-(5-fluoro-2-pyridinyl)-6-(methoxymethyl)-5,7-dihydro-4H-pyrazolo[1,5-a]pyridin-3-yl]-1H-pyrazolo[3,4-b]pyridine FC=1C(=C2C(=NC1)NN=C2)C=2C(=NN1C2CCC(C1)(COC)F)C1=NC=C(C=C1)F